C(C)(=O)CCCO acetyl-normal propyl alcohol